(2S,4R)-1-(((9H-fluoren-9-yl)methoxy)carbonyl)-4-((tertbutoxycarbonyl)(phenethyl)amino)pyrrolidine-2-carboxylic acid C1=CC=CC=2C3=CC=CC=C3C(C12)COC(=O)N1[C@@H](C[C@H](C1)N(CCC1=CC=CC=C1)C(=O)OC(C)(C)C)C(=O)O